5-(((di-tert-butoxyphosphoryl)oxy)methyl)nicotinic acid C(C)(C)(C)OP(=O)(OC(C)(C)C)OCC=1C=NC=C(C(=O)O)C1